C(CCNC(CO)(CO)CO)NC(CO)(CO)CO 2,2'-(1,3-Propanediyldiimino)bis[2-(hydroxymethyl)-1,3-propanediol]